C(CC)C1=CC=C(C=C1)S(=O)(=O)N1[C@@H](CCC1)C(=O)O ((4-propylphenyl)sulfonyl)proline